N-[4-fluoro-5-[1-(5-methylpyrimidin-2-yl)-3,6-dihydro-2H-pyridin-5-yl]-2-[rac-(3R,5S)-3,4,5-trimethylpiperazin-1-yl]phenyl]-6-oxo-4-(trifluoromethyl)-1H-pyridine-3-carboxamide FC1=CC(=C(C=C1C1=CCCN(C1)C1=NC=C(C=N1)C)NC(=O)C1=CNC(C=C1C(F)(F)F)=O)N1C[C@H](N([C@H](C1)C)C)C |r|